(Z)-5-((5-fluoro-1-methyl-2-oxoindolin-3-ylidene)methyl)-2,4-dimethyl-1H-pyrrole-3-carboxylic acid FC=1C=C2/C(/C(N(C2=CC1)C)=O)=C/C1=C(C(=C(N1)C)C(=O)O)C